CC1=C(C=C(C=C1)NC(=O)N1C[C@@H](CC1)CC(F)(F)F)C1=CC(=NC(=C1)N1CCOCC1)NC1(CCOCC1)C (S)-N-(4-methyl-3-(2-((4-methyltetrahydro-2H-pyran-4-yl)amino)-6-morpholinopyridin-4-yl)phenyl)-3-(2,2,2-trifluoroethyl)pyrrolidine-1-carboxamide